(trans)-2-[[2-[(2-hydroxy-1,2-benzoxaborinin-6-yl)amino]-5-methyl-pyrimidin-4-yl]amino]cyclohexanecarbonitrile OB1OC2=C(C=C1)C=C(C=C2)NC2=NC=C(C(=N2)N[C@H]2[C@@H](CCCC2)C#N)C